CC12COC(C1)(C2)C(=O)N[C@H](C(N[C@@H](C[C@H]2C(NCC2)=O)C(COC(F)(F)F)=O)=O)CC(C)C 4-methyl-N-((S)-4-methyl-1-oxo-1-(((S)-3-oxo-1-((S)-2-oxopyrrolidin-3-yl)-4-(trifluoromethoxy)butan-2-yl)amino)pentan-2-yl)-2-oxabicyclo-[2.1.1]hexane-1-carboxamide